bis(2,3,5-trimethyl-4-hydroxyphenyl)-2-hydroxyphenyl-methane CC1=C(C=C(C(=C1C)O)C)C(C1=C(C=CC=C1)O)C1=C(C(=C(C(=C1)C)O)C)C